7-fluoro-3-(3-(4-phenylpiperazin-1-yl)propyl)isoquinolin-1(2H)-one FC1=CC=C2C=C(NC(C2=C1)=O)CCCN1CCN(CC1)C1=CC=CC=C1